(2S)-2-amino-6-{[(prop-2-yn-1-yloxy)carbonyl]Amino}caproic acid N[C@H](C(=O)O)CCCCNC(=O)OCC#C